C(C1=CC=CC=C1)(=O)OC[C@@]1(CN(C[C@@H](O1)N1C=2N=C(NC(C2N=C1)=O)NC(C(C)C)=O)C1CCCCC1)CO [(2R,6R)-4-cyclohexyl-2-(hydroxymethyl)-6-[2-(2-methylpropanoylamino)-6-oxo-1H-purin-9-yl]morpholin-2-yl]methyl benzoate